C(C1=CC=CC=C1)OCCN1N=CC(=C1)I 1-(2-(benzyloxy)ethyl)-4-iodo-1H-pyrazole